(S)-N-(3-chloro-2,4-difluoro-benzyl)-5-fluoro-8-oxo-5,6,7,8-tetrahydro-quinoline-5-carboxamide ClC=1C(=C(CNC(=O)[C@]2(C=3C=CC=NC3C(CC2)=O)F)C=CC1F)F